3-oxetanylpropylmethyldiethoxysilane O1C(CC1)CCC[Si](OCC)(OCC)C